CN(CCCNC(C1=CC=C(C=C1)C=1C=C2CCCNC2=C(C1)O)=O)C N-(3-(dimethylamino)propyl)-4-(8-hydroxy-1,2,3,4-tetrahydroquinolin-6-yl)benzamide